ethyl-2-((1R,5S,6s)-3-azabicyclo[3.1.0]hexan-6-yl)acetic acid hydrochloride Cl.C(C)C(C(=O)O)C1[C@@H]2CNC[C@H]12